2-(2-hydroxyphenyl)imidazole OC1=C(C=CC=C1)C=1NC=CN1